1-(4-(tert-butoxy)-4-oxobutyl)-4-(2-(4-((3-(4-(difluoromethoxy)phenyl)imidazo[1,2-a]pyrazin-8-yl)amino)-N,2-dimethylbenzamido)ethyl)-1-methylpiperidin-1-ium formate C(=O)[O-].C(C)(C)(C)OC(CCC[N+]1(CCC(CC1)CCN(C(C1=C(C=C(C=C1)NC=1C=2N(C=CN1)C(=CN2)C2=CC=C(C=C2)OC(F)F)C)=O)C)C)=O